N'-(4-(4-fluoro-3-trifluoromethyl-phenoxy)-2,5-dimethyl-phenyl)-N-ethyl-N-methylformamidine FC1=C(C=C(OC2=CC(=C(C=C2C)N=CN(C)CC)C)C=C1)C(F)(F)F